(S)-4-chloro-3-(6-(3,5-dimethylisoxazol-4-yl)-1-(1-(pyridin-2-yl)propyl)-1H-pyrrolo[3,2-b]pyridin-3-yl)benzoic acid ClC1=C(C=C(C(=O)O)C=C1)C1=CN(C=2C1=NC=C(C2)C=2C(=NOC2C)C)[C@@H](CC)C2=NC=CC=C2